tert-butyl 4-[2-(5-bromo-4-phenyl-imidazol-1-yl) acetyl]Piperazine-1-carboxylate BrC1=C(N=CN1CC(=O)N1CCN(CC1)C(=O)OC(C)(C)C)C1=CC=CC=C1